NC(CCC(C(=O)OC(C)(C)C)N1C(C2=CC=CC(=C2C1)OCC1=CC=C(CN2C(CN(CC2C)C(=O)OC(C)(C)C)C)C=C1)=O)=O tert-butyl 4-(4-((2-(5-amino-1-tert-butoxy-1,5-dioxopent-an-2-yl)-1-oxoisoindolin-4-yloxy)methyl)benzyl)-3,5-dimethylpiperazine-1-carboxylate